2-(4-chloro-3-fluorophenoxy)-N-{3-[(pyrazin-2-yl)amino]bicyclo[1.1.1]pentan-1-yl}acetamide ClC1=C(C=C(OCC(=O)NC23CC(C2)(C3)NC3=NC=CN=C3)C=C1)F